benzyl-tetrazine C(C1=CC=CC=C1)C=1N=NN=NC1